C(C)C1C(N(C=2C=NC=NC2N1)C)=O 7-ethyl-5-methyl-7,8-dihydro-pteridin-6(5H)-one